ClC1=C(C=NC=C1)C(=O)NC1=CC(=C(C=C1)F)F 4-chloro-N-(3,4-difluorophenyl)pyridine-3-carboxamide